P(=O)(OCCCCC)(OCCCCC)[O-] di-(1-pentyl) phosphate